FC1=C(CSC2=NC(=CC(=N2)NS(=O)(=O)N2CCC2)O[C@H](C)[C@H](CO)O)C=CC=C1F N-(2-((2,3-difluorobenzyl)thio)-6-(((2r,3s)-3,4-dihydroxybutan-2-yl)oxy)pyrimidin-4-yl)azetidine-1-sulfonamide